IC1=CC2=C(C(=CO2)N2C(NC(CC2)=O)=O)C=C1 1-(6-iodobenzofuran-3-yl)dihydro-pyrimidine-2,4(1H,3H)-dione